tert-butyl 3-(5-methoxy-2-oxo-1,2,3,4-tetrahydro-1,6-naphthyridin-7-yl)pyrrolidine-1-carboxylate COC1=C2CCC(NC2=CC(=N1)C1CN(CC1)C(=O)OC(C)(C)C)=O